6-(3-(methoxytetrahydrofuran-3-yl)-4-methylpyridine-2-yl)-1H-pyrrolo[3,2-c]pyridine COC1OCCC1C=1C(=NC=CC1C)C1=CC2=C(C=N1)C=CN2